N-methyl-3-(2-methyl-1-oxo-1,2-dihydro-6-isoquinolinyl)-N-((2R)-2-oxetanylmethyl)-6-quinoxalinecarboxamide CN(C(=O)C=1C=C2N=C(C=NC2=CC1)C=1C=C2C=CN(C(C2=CC1)=O)C)C[C@@H]1OCC1